C(C)(C)(C)OC(=O)N[C@H](C(=O)OC)CC1=NC2=C(N1C)C=CC=C2 methyl (S)-2-((tert-butoxycarbonyl)amino)-3-(1-methyl-1H-benzo[d]imidazol-2-yl)propanoate